tert-butyl (3-exo)-3-((7-((5-carbamoylthiazol-2-yl) amino)-1,6-naphthyridin-5-yl) amino)-8-azabicyclo[3.2.1]octane-8-carboxylate C(N)(=O)C1=CN=C(S1)NC1=NC(=C2C=CC=NC2=C1)NC1CC2CCC(C1)N2C(=O)OC(C)(C)C